C(C)OC(CSC1=NN=C(N1C=1C(=NC=CC1OC)OC)C=1OC(=CC1)C)=O.CC1=NC(=CC=C1)N1N=CC(=C1)C1=C(C(=NC=C1)N)[N+](=O)[O-] methyl-6-(4-(2-amino-3-nitropyridin-4-yl)-1H-pyrazol-1-yl)pyridine Ethyl-{[4-(2,4-dimethoxypyridin-3-yl)-5-(5-methylfuran-2-yl)-4H-1,2,4-triazol-3-yl]sulfanyl}acetate